2-(diethylamino)ethyl 2-(3,5-dichlorophenyl)benzo[d]oxazole-6-carboxylate hydrochloride Cl.ClC=1C=C(C=C(C1)Cl)C=1OC2=C(N1)C=CC(=C2)C(=O)OCCN(CC)CC